C1(=CC=CC=C1)N1N=CC(=C1)C=1C=C(N)C=CC1 3-(1-phenyl-1H-pyrazol-4-yl)aniline